C(C(=C)C)(=O)O.CC1=C(C=C(C=C1)C#N)OC(C)=O methyl-2-acetoxy(4-cyanobenzene) methacrylate